Uridine-5-oxyacetic acid methylester COC(COC=1C(NC(N([C@H]2[C@H](O)[C@H](O)[C@@H](CO)O2)C1)=O)=O)=O